The molecule is a cholestanoid that is (5alpha,25R)-cholest-7-en-26-oic acid substituted at position 3 by an oxo group. It is a cholestanoid, a steroid acid, a 3-oxo Delta(7)-steroid and a monocarboxylic acid. It is a conjugate acid of a (25R)-Delta(7)-dafachronate. C[C@H](CCC[C@@H](C)C(=O)O)[C@H]1CC[C@@H]2[C@@]1(CC[C@H]3C2=CC[C@@H]4[C@@]3(CCC(=O)C4)C)C